C=1(C(=CC=C2C=CC=CC12)O)C1=CC=CC2=CC=CC=C12 R or S-1,1-binaphthol